C(C)(C)(C)OC(NCCNCC1=CC=C(C=C1)OCC1=CC2=CC=CC=C2C=C1)=O (2-((4-(naphthalen-2-ylmethoxy)benzyl)amino)ethyl)carbamic acid tert-butyl ester